N4-(3-chloro-2-fluoro-phenyl)-7-[2-[(1r,5s)-3-methyl-3-azabicyclo[3.1.0]hexan-1-yl]ethynyl]-quinazoline-4,6-diamine ClC=1C(=C(C=CC1)NC1=NC=NC2=CC(=C(C=C12)N)C#C[C@@]12CN(C[C@H]2C1)C)F